Natrium (S)-3-(2',4'-Difluorobiphenyl-3-yl)-3-(3-(4-oxido-2-oxo-1,2-dihydropyridin-3-yl)ureido)propanoat FC1=C(C=CC(=C1)F)C1=CC(=CC=C1)[C@H](CC(=O)[O-])NC(=O)NC=1C(NC=CC1[O-])=O.[Na+].[Na+]